2-(methylthio)-4-(((trifluoromethyl)sulfonyl)oxy)-5,8-dihydropyrido[3,4-d]pyrimidine CSC=1N=C(C2=C(N1)CN=CC2)OS(=O)(=O)C(F)(F)F